6-((1S,3R,4S,5R)-3,4,5-tris(3-((3-aminopropyl)amino)-3-oxopropoxy) cyclohexane-1-carboxamido)hexyl 2,2,2-trifluoroacetate FC(C(=O)OCCCCCCNC(=O)C1C[C@H](C([C@@H](C1)OCCC(NCCCN)=O)OCCC(NCCCN)=O)OCCC(=O)NCCCN)(F)F